6,6'-(9H-fluoren-9,9-diyl)bis(naphthalene-2-ol) C1=CC=CC=2C3=CC=CC=C3C(C12)(C=1C=C2C=CC(=CC2=CC1)O)C=1C=C2C=CC(=CC2=CC1)O